C(C1=CC=CC=C1)OC1CCN(CC1)C(=O)C1=CC=C2C=CNC2=C1 6-[4-(benzyloxy)piperidine-1-carbonyl]-1H-indole